C1(CC1)S(=O)(=O)NC1=CC(=NC=C1)[C@@H](CCOC)NC(=O)C=1SC(=CN1)C1=NC(=CN=C1)OCC (R)-N-(1-(4-(cyclopropanesulphonylamino)pyridin-2-yl)-3-methoxypropyl)-5-(6-ethoxypyrazin-2-yl)thiazole-2-carboxamide